NC1=C(C2=C(C(N1C1=C(C(=CC=C1C)O)C)=O)C=C(S2)C=2C=NC=CC2)C(=O)N 6-amino-5-(3-hydroxy-2,6-dimethylphenyl)-4-oxo-2-(pyridin-3-yl)-4,5-dihydrothieno[3,2-c]pyridine-7-carboxamide